5-chloro-2-(p-tolyl)pyridine ClC=1C=CC(=NC1)C1=CC=C(C=C1)C